N1(CCCC1)CCCC(=O)OC(C(=O)OCCCCCCCOC(CCCCCCCCCCC)=O)C(=O)OCCCCCCCOC(CCCCCCCCCCC)=O Bis(7-(dodecanoyloxy)heptyl) 2-((4-(pyrrolidin-1-yl)butanoyl)oxy)malonate